(4-((1,4-dioxo-1,4-dihydronaphthalen-2-yl)amino)phenyl)-3-fluoro-4-nitrobenzamide O=C1C(=CC(C2=CC=CC=C12)=O)NC1=CC=C(C=C1)C1=C(C(=O)N)C=CC(=C1F)[N+](=O)[O-]